2-(3-benzoyl-5-methyl-2,4-dioxo-3,4-dihydropyrimidin-1(2H)-yl)propanenitrile C(C1=CC=CC=C1)(=O)N1C(N(C=C(C1=O)C)C(C#N)C)=O